7-[(3-fluoro-2-pyridyl)oxy]-3-(isoindolin-5-ylmethyl)-4-methyl-chromen-2-one FC=1C(=NC=CC1)OC1=CC=C2C(=C(C(OC2=C1)=O)CC=1C=C2CNCC2=CC1)C